Cl.OC1=CC=C2C(C=C(OC2=C1O)C1=CC=C(C=C1)CCCNC(=N)N)=O 1-(3-(4-(7,8-dihydroxy-4-oxo-4H-chromen-2-yl)phenyl)propyl)guanidine hydrochloride